N-(tert-butyl)thiophene-2-sulfonamide C(C)(C)(C)NS(=O)(=O)C=1SC=CC1